BrC=1C=C(C=CC1OC)NC(=O)C1CCC(CC1)NC(OC(C)(C)C)=O tert-butyl ((1s,4s)-4-((3-bromo-4-methoxyphenyl)carbamoyl)cyclohexyl)carbamate